4-[(2-aminopyridin-4-yl)oxy]Piperidine-1-carboxylic acid tert-butyl ester C(C)(C)(C)OC(=O)N1CCC(CC1)OC1=CC(=NC=C1)N